NCC=1C(NC(=CC1C(C)C)C)=O 3-(aminomethyl)-4-isopropyl-6-methylpyridin-2(1H)-one